C(C(=C)C)(=O)OCCC[Si](OCCOC)(OCCOC)OCCOC methacryloxypropyl-tris(methoxyethoxy)silane